(5-(aminomethyl)-1,3,4-thiadiazol-2-yl)(4-(3-(3-(3-hydroxypyrrolidin-1-yl)propoxy)-2-methylphenyl)indoline-1-yl)methanone NCC1=NN=C(S1)C(=O)N1CCC2=C(C=CC=C12)C1=C(C(=CC=C1)OCCCN1CC(CC1)O)C